C(C)(=O)OC1C[C@H](C2=C1N=CN=C2N2CCN(CC2)C(=O)OC(C)(C)C)C (5R)-tert-butyl 4-(7-acetoxy-5-methyl-6,7-dihydro-5H-cyclopenta[d]pyrimidin-4-yl)piperazine-1-carboxylate